BrC=1C=CC(=NC1)CCC#N 3-(5-bromopyridin-2-yl)propanenitrile